(S)-(+)-2-methyl-1-[(4-methyl-5-isoquinolyl)sulfonyl]-hexahydro-1H-1,4-diazepine dihydrochloride Cl.Cl.C[C@@H]1N(CCCNC1)S(=O)(=O)C1=C2C(=CN=CC2=CC=C1)C